C(C)C=1NC=2C(=NC(=CC2)C)N1 2-Ethyl-5-methyl-imidazo[4,5-b]pyridin